ClC1=CC=C(C=C1)C1=C(CCC(C1)(C)C)CN1CCN(CC1)C1=CC=C(C=C1)S(=O)(=O)NC(=O)C1=C(C=NC=C1)C(F)(F)F N-([4-[4-[[2-(4-chlorophenyl)-4,4-dimethylcyclohexen-1-yl]methyl]piperazin-1-yl]phenyl]sulfonyl)-3-(trifluoromethyl)pyridine-4-carboxamide